P(=O)(O)(O)OC[C@@H]1[C@H]([C@H]([C@@H](O1)N1C(=O)NC(=O)C(=C1)F)O)O.CC1(C(=NOC1CC1=NC=CC(=C1)C(C)=O)C1=CC=CC=C1)C 1-(2-((4,4-dimethyl-3-phenyl-4,5-dihydroisoxazol-5-yl)methyl)pyridin-4-yl)ethan-1-one 5-fluorouridine-5'-monophosphate